6-(3-Isopropyl-5-(4-(4-(2-methoxyethyl)piperazin-1-yl)cyclohexyl)-1H-indol-2-yl)-8-methoxy-[1,2,4]triazolo[1,5-a]pyridin C(C)(C)C1=C(NC2=CC=C(C=C12)C1CCC(CC1)N1CCN(CC1)CCOC)C=1C=C(C=2N(C1)N=CN2)OC